(R)-4-((8-(1-(2-cyanoacetyl)piperidin-4-yl)-7-ethyl-5-methyl-6-oxo-5,6,7,8-tetrahydropteridin-2-yl)amino)-N-cyclopropyl-2-fluoro-5-methoxybenzamide C(#N)CC(=O)N1CCC(CC1)N1[C@@H](C(N(C=2C=NC(=NC12)NC1=CC(=C(C(=O)NC2CC2)C=C1OC)F)C)=O)CC